4-fluoro-3-[(Z)-2-fluoro-2-{5-[(oxetan-3-yl)amino]pyridin-3-yl}ethenyl]-N-[(1S,2S)-2-hydroxycyclohexyl]benzamide FC1=C(C=C(C(=O)N[C@@H]2[C@H](CCCC2)O)C=C1)\C=C(\C=1C=NC=C(C1)NC1COC1)/F